pentanoyl-L-alanine tert-butyl ester C(C)(C)(C)OC([C@@H](NC(CCCC)=O)C)=O